C(C)OC(=O)C=1C(N(C2=NC=CC(=C2C1O)C1=CC=C(C=C1)F)CC=1C=NC=CC1)=O (4-fluorophenyl)-4-hydroxy-2-oxo-1-(pyridin-3-ylmethyl)-1,2-dihydro-1,8-naphthyridine-3-carboxylic acid ethyl ester